N[C@@H]1C[C@@H]([C@@H]2C[C@H]12)C(=O)OC methyl (1R,2S,4R,5S)-4-aminobicyclo[3.1.0]hexane-2-carboxylate